BENZOPYRIMIDINONE N1C(N=CC2=C1C=CC=C2)=O